thiophosphit P([S-])([O-])[O-]